C(C1=CC=CC=C1)OCCOCCOCCOC1=C(N(C2=CC(=C(C=C12)F)F)C)C(=O)N1CCN(CC1)NC(=O)OC(C)(C)C tert-Butyl 4-(3-{2-[2-(2-benzyloxyethoxy)ethoxy]ethoxy}-5,6-difluoro-1-methyl-1H-indole-2-carbonyl)piperazine-1-carbamate